tert-Butyl 4-((7-(1H-pyrazol-4-yl)-5H-isochromeno[3,4-d]thiazol-2-yl) oxy)-2,6-dimethylpiperidine-1-carboxylate N1N=CC(=C1)C=1C=CC2=C(C1)COC=1N=C(SC12)OC1CC(N(C(C1)C)C(=O)OC(C)(C)C)C